C1(CC1)COCC1=CC=C(C=C1)NC(C1=C(C=CC(=C1)B1OC(C(O1)(C)C)(C)C)F)=O N-(4-((cyclopropylmethoxy)methyl)phenyl)-2-fluoro-5-(4,4,5,5-tetramethyl-1,3,2-dioxaborolan-2-yl)benzamide